C[NH+](N)C 1,1-dimethylhydrazinium